4-(2-(5-(benzo[d][1,3]dioxol-5-yl)-1,1-dioxido-1,2,5-thiadiazolidin-2-yl)acetamido)adamantan-1-carboxamide O1COC2=C1C=CC(=C2)N2CCN(S2(=O)=O)CC(=O)NC2C1CC3(CC(CC2C3)C1)C(=O)N